CC1=C(C=CC(=C1)C=1C(=NNC1C)C1=CC=NC=C1)C=1C=C(C=CC1)S(=O)(=O)N 3-[2-Methyl-4-[5-methyl-3-(4-pyridyl)-1H-pyrazol-4-yl]phenyl]benzenesulfonamide